(S)-N,N-Dimethyl-1-(1-(pyrrolidin-3-yl)azetidin-3-yl)methanamine CN(CC1CN(C1)[C@@H]1CNCC1)C